C(#N)C1=CC=C(C=C1)C=1N=C2C(=NC1)N=C(S2)NC(=O)C=2C(=CC=CC2)C2=C(C=CC=C2)OC N-(6-(4-cyanophenyl)thiazolo[4,5-b]pyrazin-2-yl)-2'-methoxy-[1,1'-biphenyl]-2-formamide